2-[(2-{4-[(1-hydroxy-2-methylpropan-2-yl)oxy]pyridin-2-yl}-5H,6H,7H-cyclopenta[d]pyrimidin-4-yl)(methyl)amino]-N-(2-methoxypyrimidin-5-yl)acetamide OCC(C)(C)OC1=CC(=NC=C1)C=1N=C(C2=C(N1)CCC2)N(CC(=O)NC=2C=NC(=NC2)OC)C